7-chloro-5-fluoro-1-(2-methylpyridin-3-yl)-4-(prop-2-yn-1-ylamino)quinazolin-2(1H)-one ClC1=CC(=C2C(=NC(N(C2=C1)C=1C(=NC=CC1)C)=O)NCC#C)F